1-azido-3,6,9,12,15,18,21,24-octaoxaheptacosane-27-oic perfluorophenyl ester FC1=C(C(=C(C(=C1F)F)F)F)OC(CCOCCOCCOCCOCCOCCOCCOCCOCCN=[N+]=[N-])=O